C(C)(C)(C)OC(=O)NC(=N)N(OC(C1=CC=C(C=C1)[N+](=O)[O-])=O)C(=O)OC(C)(C)C N,N'-Di-t-Butoxycarbonyl-N'-(4-nitrobenzoyloxy)guanidine